morpholine-2,3,5-trione N1C(C(OCC1=O)=O)=O